5-chloro-2-(4-methylthiodiazol-5-yl)-4-tetrahydropyran-4-yl-1H-pyrimidin-6-one ClC1=C(N=C(NC1=O)C1=C(C=NN1)SC)C1CCOCC1